cis-2-aminomethylcyclopropanecarboxylic acid NC[C@@H]1[C@@H](C1)C(=O)O